N1C=CC2=CC=C(C=C12)CNC1=CN=C2C(=N1)N=C(C=C2)NCC(CO)O 3-[(3-{[(1H-indol-6-yl)methyl]amino}pyrido[2,3-b]pyrazin-6-yl)amino]propane-1,2-diol